OCCN1C(N(C(C1)=O)CC=1C=NC=NC1)=O 1-(2-Hydroxyethyl)-3-(Pyrimidin-5-ylmethyl)imidazoline-2,4-dione